N-(4-(bicyclo[3.1.1]heptan-3-ylamino)-3-fluoro-5-methylphenyl)-2-(3,3-diethylazetidin-1-yl)-5-(2,2,2-trifluoroethyl)oxazole-4-carboxamide C12CC(CC(C1)C2)NC2=C(C=C(C=C2C)NC(=O)C=2N=C(OC2CC(F)(F)F)N2CC(C2)(CC)CC)F